C(C)(C)(C)C1=CC=C(C=2N=CC=NC12)C(=O)O 8-t-butylquinoxaline-5-carboxylic acid